ClC=1C=CC=2N(C(N=C(C2N1)N1C[C@H]([C@@H](CC1)OC1=NC=C(C=C1)OC(C)C)OCC)=O)C trans-6-chloro-4-(3-ethoxy-4-((5-isopropoxypyridin-2-yl)oxy)piperidin-1-yl)-1-methylpyrido[3,2-d]pyrimidin-2(1H)-one